BrC1=CC=C(C2=C1C=NO2)NC(=O)NC2=CC(=C(C=C2)OC2CCN(CC2)CC)C(F)(F)F 1-(4-bromobenzo[d]isoxazol-7-yl)-3-(4-((1-ethylpiperidin-4-yl)oxy)-3-(trifluoromethyl)phenyl)urea